C[Si](C(C(=O)OC1=CC=CC=C1)C)(OC)OC phenyl α-methyldimethoxysilylpropionate